N-([1,1':4',1''-terphenyl]-4-yl)-4-phenylnaphthalen-1-amine C1(=CC=C(C=C1)NC1=CC=C(C2=CC=CC=C12)C1=CC=CC=C1)C1=CC=C(C=C1)C1=CC=CC=C1